COC=1C=C2C=3C=C4C(=C(C3N(C2=CC1)C)C)C=NC=C4 7-methoxy-10,11-dimethyl-10H-pyrido[3,4-b]carbazole